6-[6-thiocarbamoyl-3-fluoro-7-(4-fluoro-2-methoxy-phenyl)thieno[3,2-c]pyridin-4-yl]-3,4-dihydro-1H-isoquinoline-2-carboxylic acid tert-butyl ester C(C)(C)(C)OC(=O)N1CC2=CC=C(C=C2CC1)C1=NC(=C(C2=C1C(=CS2)F)C2=C(C=C(C=C2)F)OC)C(N)=S